NC1=CC=C2C(=N1)C=C(N2)NC(C2=CC=CC=C2)=O N-(5-amino-1H-pyrrolo[3,2-b]pyridin-2-yl)benzamide